1,4-di(9-carbazolyl)benzene C1=CC=CC=2C3=CC=CC=C3N(C12)C1=CC=C(C=C1)N1C2=CC=CC=C2C=2C=CC=CC12